2-(3-acetyl-5-(pyrimidin-5-ylamino)-1H-indol-1-yl)-N-(2-((2'-chloro-2-fluoro-[1,1'-biphenyl]-3-yl)amino)-2-oxoethyl)-N-isopropylacetamide C(C)(=O)C1=CN(C2=CC=C(C=C12)NC=1C=NC=NC1)CC(=O)N(C(C)C)CC(=O)NC=1C(=C(C=CC1)C1=C(C=CC=C1)Cl)F